2-chloro-4-[6-(cyclopropylmethoxy)-2-pyridinyl]-6-fluoro-aniline ClC1=C(N)C(=CC(=C1)C1=NC(=CC=C1)OCC1CC1)F